1-(2-chloropyridin-3-yl)-N-methylmethan-d2-amine ClC1=NC=CC=C1C(NC)([2H])[2H]